octyne methyl-carbonate COC(O)=O.C#CCCCCCC